C(C)OC(=O)C1=NN(C2=CC=CC=C12)C1=NC(=C2N=C(N(C2=N1)CC)C1=CC=NC=C1)N1CCOCC1.BrC1=CC(=C(C=N1)OC(F)(F)F)C 6-Bromo-4-methyl-3-(trifluoromethoxy)pyridine ethyl-1-(9-ethyl-6-morpholino-8-(pyridin-4-yl)-9H-purin-2-yl)-1H-indazole-3-carboxylate